C1=CC(=CC=C1N(C2=CC=C(C=C2)Br)C3=CC=C(C=C3)Br)Br tris(4-bromophenyl)ammoniumyl hexachloroantimonate